C(C=C)OC1=CC=2C(C3=CC(=CC=C3C2C=C1)OCC=C)(C1=CC=C(C=C1)SC)C1=CC=C(C=C1)SC 2,7-bis-allyloxy-9,9-bis(4-methylthiophenyl)fluorene